Cl.ClC1=CC=C(OC2(CNCC2)C)C=C1 3-(4-chlorophenoxy)-3-methylpyrrolidine hydrochloride